ClC1=C2C(=CC(=NC2=CC=C1C)N)C1=C(C=2N=C(N=C(C2C=N1)N1CC2CCC(C1)O2)OC[C@]21CCCN1C[C@@H](C2)F)F 5-chloro-4-[8-fluoro-2-{[(2R,7aS)-2-fluorotetrahydro-1H-pyrrolizin-7a(5H)-yl]methoxy}-4-(8-oxa-3-azabicyclo[3.2.1]octan-3-yl)pyrido[4,3-d]pyrimidin-7-yl]-6-methylquinolin-2-amine